ClC1=C(C=CC(=C1Cl)OC)N1C(=NC(=C(C1=O)C)C1=C(C=CC(=C1)C)S(=O)(=O)O)C 1-(2,3-dichloro-4-methoxyphenyl)-2,5-dimethyl-6-oxo-1,6-dihydropyrimidin-4-yl-4-methylbenzene-1-sulfonic acid